2-AMINOBENZAZEPINE NC=1NC2=C(C=CC1)C=CC=C2